2-(4-ethoxyphenyl)-N-(2-fluorobenzyl)isonicotinohydrazide C(C)OC1=CC=C(C=C1)C=1C=C(C(=O)N(N)CC2=C(C=CC=C2)F)C=CN1